C(CCCCCCCCCCCCCC)(=O)OCC(COC(CCCCCCCCCCCCCC)=O)OC(CCCCCCCCCCCCCC)=O 1,2,3-propanetriyl tris(pentadecanoate)